C(C)S(=O)(=O)C1=CC=C(CC2=C(C(=O)N)C=CC(=C2)N2CC(OCCC2=O)C2=CC=C(C=C2)C(F)(F)F)C=C1 (4-(ethanesulfonyl)benzyl)-4-(5-oxo-2-(4-(trifluoromethyl)phenyl)-1,4-oxazepan-4-yl)benzamide